1-methyl-3-hexadecylimidazole tetrafluoroborate F[B-](F)(F)F.CN1CN(C=C1)CCCCCCCCCCCCCCCC